C(C)(C)(C)C1CCC(CC1)NCC(C)C 3-(4-tert-Butylcyclohexyl)amino-2-methylpropan